FC=1C=C(C=C(C1)F)C1=CC=C(C=C1)C(C)=O 1-(3',5'-difluoro-[1,1'-biphenyl]-4-yl)ethan-1-one